3-Hepten CCC=CCCC